CC1=CC(=C(C(=C1C)O)C1=C(C=CC=C1O)O)O 4,5-dimethyl-2,2',6,6'-tetrahydroxybiphenyl